3,4-diethyl-2,5-dimethylcyclohex-2-en-1-one C(C)C1=C(C(CC(C1CC)C)=O)C